Cyclopentyl-methyl-(5-phenyl-2-pyridin-2-yl-thieno[2,3-d]pyrimidin-4-yl)-amine C1(CCCC1)N(C=1C2=C(N=C(N1)C1=NC=CC=C1)SC=C2C2=CC=CC=C2)C